CC1=NC(=NC=C1)C(C)C methyl-2-(propan-2-yl)pyrimidine